Tert-butyl N-methyl-N-[[(2R)-morpholin-2-yl]methyl]carbamate CN(C(OC(C)(C)C)=O)C[C@H]1CNCCO1